(S)-3-amino-N-benzyl-2-hydroxy-4-((S)-2-oxopyrrolidin-3-yl)butanamide hydrochloride Cl.NC([C@@H](C(=O)NCC1=CC=CC=C1)O)C[C@H]1C(NCC1)=O